ClC1=C(C=C2C(=N1)C=CN2C[C@H]2CNCC2)C2=CC=C(C#N)C=C2 4-[5-chloro-1-[[(3R)-pyrrolidin-3-yl]methyl]pyrrolo[3,2-b]pyridin-6-yl]benzonitrile